tert-butyl 4-[(5-bromo-1-trityl-1H-indazol-3-yl)carbamoyl]piperidine-1-carboxylate BrC=1C=C2C(=NN(C2=CC1)C(C1=CC=CC=C1)(C1=CC=CC=C1)C1=CC=CC=C1)NC(=O)C1CCN(CC1)C(=O)OC(C)(C)C